(R)-((1-(benzo[d][1,3]dioxol-5-yl)propan-2-yl)(methyl)amino)methyl dihydrogen phosphate P(=O)(OCN(C)[C@@H](CC1=CC2=C(OCO2)C=C1)C)(O)O